tributyl-(3-methylpyridine) C(CCC)C=1C(=C(C(=NC1)CCCC)C)CCCC